ClC1=CC=C(C=C1)[C@H]([C@@H](C(=O)[O-])C)N1[C@@](C2=C(C=C(C=C2C1=O)C(=O)C1NCOC1)F)(OC)C1=CC=C(C=C1)Cl (2s,3s)-3-(4-chlorophenyl)-3-[(1R)-1-(4-chlorophenyl)-7-fluoro-1-methoxy-5-(oxazolidine-4-carbonyl)-3-oxo-2,3-dihydro-1H-isoindol-2-yl]-2-methylpropionate